5-(1-methylheptyl)-4-hydroxy-2-methylbenzoic acid, sodium salt [Na+].CC(CCCCCC)C=1C(=CC(=C(C(=O)[O-])C1)C)O